2-bromo-6-methylpyrazolo[1,5-a]pyrimidine-3-carboxylic acid ethyl ester C(C)OC(=O)C=1C(=NN2C1N=CC(=C2)C)Br